N1=CC=C(C=C1)C(O)C=1SC=C(N1)CC(F)(F)F pyridin-4-yl(4-(2,2,2-trifluoroethyl)-thiazol-2-yl)methanol